FC(C1=CC=C(CO[C@H]2[C@@H](CNC2)NC2=NC=CC=N2)C=C1)(F)F N-(trans-4-(4-(trifluoromethyl)benzyloxy)pyrrolidin-3-yl)pyrimidin-2-amine